racemic-2-(4-methoxyphenyl)-6-methyl-3-(pyridin-4-yl)-4,5,6,7-tetrahydropyrazolo[1,5-a]pyrazine hydrogen chloride Cl.COC1=CC=C(C=C1)C1=NN2C(CN[C@@H](C2)C)=C1C1=CC=NC=C1 |r|